COC1=NC2=CC(=CC(=C2N=C1)C=1SC2=C(N1)C=CC1=C2C[C@H](O1)CNC(OC(C)(C)C)=O)C (S)-tert-butyl ((2-(2-methoxy-7-methylquinoxalin-5-yl)-7,8-dihydrobenzofuro[5,4-d]thiazol-7-yl)methyl)carbamate